C(C)(C)NCCCN1CCN(CC1)CCCNC(C)C 1,4-bis[3-(N-isopropylamino)propyl]piperazine